tert-Butyl {4-[(2-{[(2S,5R)-6-hydroxy-7-oxo-1,6-diazabicyclo[3.2.1]oct-2-yl]carbonyl}hydrazinyl)carbonyl]phenyl}carbamate ON1[C@@H]2CC[C@H](N(C1=O)C2)C(=O)NNC(=O)C2=CC=C(C=C2)NC(OC(C)(C)C)=O